C1=CC=CC=2C=CC=3CC=4C(=NC3C21)N=NC4 benzo[h]pyrazolo[3,4-b]quinoline